C[C@@H]1CN(C[C@@H](N1)C)C=1N=NC(=CN1)C1=C(C=C(C=C1)C1=CC=2C(N=C1)=NN(N2)C)O 2-{3-[(3R,5S)-3,5-dimethylpiperazin-1-yl]-1,2,4-triazin-6-yl}-5-(2-methyl-2H-[1,2,3]triazolo[4,5-b]pyridin-6-yl)phenol